rac-3-chloro-2-(2-fluorobenzyl)-6-((2S,6R)-2-(hydroxymethyl)-3-oxabicyclo[3.1.0]hexan-6-yl)-2,6-dihydro-7H-pyrazolo[3,4-d]pyridazin-7-one ClC=1N(N=C2C(N(N=CC21)[C@@H]2C1CO[C@@H](C21)CO)=O)CC2=C(C=CC=C2)F